C(=O)(O)C=1C=C(C(=O)C2=CC=C(C=C2)C(=O)O)C=C(C1)C(=O)O 3,5,4'-tricarboxybenzophenone